4-[4-[(E)-1-(bromomethyl)-3-ethoxy-3-oxo-prop-1-enyl]phenyl]piperazine-1-carboxylic acid tert-butyl ester C(C)(C)(C)OC(=O)N1CCN(CC1)C1=CC=C(C=C1)/C(=C\C(=O)OCC)/CBr